ruthenium bis(cyclopentadiene) C1=CC=CC1.C1=CC=CC1.[Ru]